NC(C(=O)O)(CCCCB(O)O)CC1=CN=CN1C(C)C 2-amino-6-borono-2-((1-isopropyl-1H-imidazol-5-yl)methyl)hexanoic acid